C(C)N1C=C(C2=CC=CC=C12)C1=CC=C(C=C1)F 1-ethyl-3-(4-fluorophenyl)-1H-indole